C(C)(C)(C)C=1N(C=CN1)CC1=CC=C(C=C1)C=1C(=CC=C(C1)CC(C)C)S(=O)(=O)NC1=NC=C(C=N1)C#N 4'-((2-(tert-butyl)-1H-imidazol-1-yl)methyl)-N-(5-cyanopyrimidin-2-yl)-5-isobutyl-[1,1'-biphenyl]-2-sulfonamide